Uranium Trioxide [O-2].[O-2].[O-2].[U+6]